2-(6-bromo-1-(tert-butoxycarbonyl)-1H-indol-2-yl)-7-methoxy-1-methyl-1H-benzo[d]Imidazole BrC1=CC=C2C=C(N(C2=C1)C(=O)OC(C)(C)C)C1=NC2=C(N1C)C(=CC=C2)OC